C1(=CC=CC=C1)C1CC2(OCCO2)CC(P1C1=C(C=CC=C1C1=C(C=C(C=C1C)C)C)C1=C(C=C(C=C1C)C)C)C1=CC=CC=C1 1,4-dioxa-7,9-diphenyl-8-[2,6-bis(2,4,6-trimethylphenyl)phenyl]-8-phosphaspiro[4.5]decane